3,3,5-trimethylhexamethylene-diamine CC(CCN)(CC(CN)C)C